CC1=NC=CC2=CC(=C(C=C12)O)C=1N=NC(=CC1)N(C1CC(NC(C1)(C)C)(C)C)C 1-methyl-6-(6-(methyl(2,2,6,6-tetramethylpiperidin-4-yl)amino)pyridazin-3-yl)isoquinolin-7-ol